BrC=1C=NC(=NC1)N1CCC(CC1)O 1-(5-Bromopyrimidin-2-yl)piperidin-4-ol